6H-1,3-dioxolano[4,5-g][1]Benzopyran-6-one O1COC2=CC3=C(C=CC(O3)=O)C=C21